N-cyclohexyl-5-((6-nitropyridin-2-yl)Ethynyl)-1H-pyrrolo[2,3-b]Pyridin-4-amine C1(CCCCC1)NC=1C2=C(N=CC1C#CC1=NC(=CC=C1)[N+](=O)[O-])NC=C2